Cl.Cl.N1C(=NC=C1)CCCN 3-(1H-imidazol-2-yl)propan-1-amine dihydrochloride